C1(=CC=CC=C1)N1C2=CC=CC=C2C=2C=C(C=CC12)B(O)O 9-phenylcarbazol-3-yl-boronic acid